(S)-5-(2-(2-methylazetidin-1-yl)-6,7-dihydro-5H-cyclopenta[d]pyrimidin-4-yl)-1,3-dihydrobenzo[c]thiophene 2,2-dioxide C[C@@H]1N(CC1)C=1N=C(C2=C(N1)CCC2)C2=CC1=C(CS(C1)(=O)=O)C=C2